O[C@@H](CN(CCCC(=O)O[C@H]1CC[C@@]2(C3CC[C@@]4(C(CCC4C3CC=C2C1)[C@H](C)CCCC(C)C)C)C)C[C@@H](CCCCCCCCCC)O)CCCCCCCCCC (3S,10R,13R)-10,13-dimethyl-17-((R)-6-methylheptan-2-yl)-2,3,4,7,8,9,10,11,12,13,14,15,16,17-tetradecahydro-1H-cyclopenta[a]phenanthren-3-yl 4-(bis((R)-2-hydroxydodecyl)amino)butanoate